N1CCC(CC1)N1N=CC(=C1)C=1C=CC=2N(C1)N=CC2C#N 6-(1-(piperidin-4-yl)-1H-pyrazol-4-yl)pyrazolo[1,5-a]pyridine-3-carbonitrile